magnesium-aluminum-copper-nickel-cobalt-zinc [Zn].[Co].[Ni].[Cu].[Al].[Mg]